trimethoxy(tridecyl)silane CO[Si](CCCCCCCCCCCCC)(OC)OC